2-(pyrimidin-2-yl)propane-1,3-diol N1=C(N=CC=C1)C(CO)CO